C1(CC1)C1=C2C(=NC(=C1)NC1=CC=C(C=3CCOC31)C(=O)N3C[C@H](CC3)N3CCOCC3)NC=C2C(F)(F)F (S)-(7-((4-cyclopropyl-3-(trifluoromethyl)-1H-pyrrolo[2,3-b]pyridin-6-yl)amino)-2,3-dihydrobenzofuran-4-yl)(3-morpholinopyrrolidin-1-yl)methanone